(E)-3-(2-Ethyl-7-fluoro-3-(2-fluoro-6-methylphenyl)-4-oxo-3,4-dihydroquinazolin-6-yl)-N-hydroxyacrylamide C(C)C1=NC2=CC(=C(C=C2C(N1C1=C(C=CC=C1C)F)=O)/C=C/C(=O)NO)F